pentaerythritol stearate C(CCCCCCCCCCCCCCCCC)(=O)OCC(CO)(CO)CO